O=C1NC(CCC1NC1=CC=C(C=C1)C1C(CN(CC1)C(=O)OCCCC)(F)F)=O butyl 4-[4-[(2,6-dioxo-3-piperidyl)amino] phenyl]-3,3-difluoro-piperidine-1-carboxylate